(4-amino-7-fluoro-1,3-dihydrofuro[3,4-c]quinolin-8-yl)((3S,5R)-3-methyl-5-(6-(trifluoromethyl)-3-pyridinyl)-4-morpholinyl)methanone NC1=NC=2C=C(C(=CC2C2=C1COC2)C(=O)N2[C@H](COC[C@H]2C=2C=NC(=CC2)C(F)(F)F)C)F